(R)-5-{4-[4-(6-fluorobenzofuran-3-yl)piperidine-1-carbonyl]phenyl}-5-isopropylimidazolidine-2,4-dione FC1=CC2=C(C(=CO2)C2CCN(CC2)C(=O)C2=CC=C(C=C2)[C@@]2(C(NC(N2)=O)=O)C(C)C)C=C1